5-(4-chloro-2-fluorophenyl)-2,3-dimethyl-7-((2S)-2-(1-methyl-1H-pyrazol-4-yl)-4-morpholinyl)-1,8-naphthyridine ClC1=CC(=C(C=C1)C1=C2C=C(C(=NC2=NC(=C1)N1C[C@@H](OCC1)C=1C=NN(C1)C)C)C)F